methyl cis-2-(biphenyl-3-ylmethyl)-3-((isopropylsulfonyl)amino)piperidine-1-carboxylate C1(=CC(=CC=C1)C[C@@H]1N(CCC[C@@H]1NS(=O)(=O)C(C)C)C(=O)OC)C1=CC=CC=C1